(S)-[(3S)-1,4-bis[(4-methoxyphenyl)methyl]-2,3-dihydropyrido[2,3-b]pyrazine-3-yl]-phenyl-methanol COC1=CC=C(C=C1)CN1C2=C(N([C@@H](C1)[C@@H](O)C1=CC=CC=C1)CC1=CC=C(C=C1)OC)N=CC=C2